The molecule is a glutamyl-L-amino acid that is the N-(L-gamma-glutamyl) derivative of L-leucine. It has a role as a human metabolite. It is a conjugate acid of a gamma-Glu-Val(1-). CC(C)[C@@H](C(=O)O)NC(=O)CC[C@@H](C(=O)O)N